CNC(CC1=CC=C(CN2N=CC(=C2)C(=O)N)C=C1)=O 1-(4-(2-(methylamino)-2-oxoethyl)benzyl)-1H-pyrazole-4-carboxamide